FC=1C=C(C=CC1Cl)N1C(OCC[C@H]1C1=NC2=C(N1[C@@H]1CC[C@H](CC1)OC([2H])([2H])[2H])C=CC(=C2)C=2C(=NOC2C)C)=O (S)-3-(3-fluoro-4-chlorophenyl)-4-(5-(3,5-dimethylisoxazol-4-yl)-1-((trans)-4-trideuteromethoxycyclohexyl)-1H-benzo[d]imidazol-2-yl)-1,3-oxazinane-2-one